6-hydroxy-1',3',3',4',5'-pentamethylspiro[2H-1,4-benzoxazine-2,2'-indoline] OC=1C=CC2=C(N=CC3(N(C4=CC=C(C(=C4C3(C)C)C)C)C)O2)C1